(1S,2S)-2-(difluoromethyl)-N-(6-(1-((3S,4S)-4-hydroxy-3-methyltetrahydrofuran-3-yl)piperidin-4-yl)-7-methylisoquinolin-3-yl)cyclopropane-1-carboxamide FC([C@@H]1[C@H](C1)C(=O)NC=1N=CC2=CC(=C(C=C2C1)C1CCN(CC1)[C@]1(COC[C@H]1O)C)C)F